[Si](C1=CC=CC=C1)(C1=CC=CC=C1)(C(C)(C)C)OCC1CCC2=CCCN12 3-(((tert-butyldiphenylsilyl)oxy)methyl)tetrahydro-1H-pyrrolizine